Methyl 8-(2,4-dichlorophenyl)-9-(3-((1-(3-fluoropropyl)azetidin-3-yl)amino)phenyl)-6,7-dihydro-5H-benzo[7]annulene-3-carboxylate ClC1=C(C=CC(=C1)Cl)C=1CCCC2=C(C1C1=CC(=CC=C1)NC1CN(C1)CCCF)C=CC(=C2)C(=O)OC